ClC=1C=CC(=NC1C(F)(F)F)[C@H](NC(=O)[C@@H]1CNC(O1)=O)C1=CC=C(C=C1)Cl (S)-N-((R)-(5-chloro-6-(trifluoromethyl)pyridin-2-yl)(4-chlorophenyl)methyl)-2-oxooxazolidine-5-carboxamide